2-(1H-imidazol-1-yl)-N-(3-methoxy-2,2,3-trimethylcyclobutyl)isonicotinamide N1(C=NC=C1)C=1C=C(C(=O)NC2C(C(C2)(C)OC)(C)C)C=CN1